C(#N)C1=C(C=C(C=C1C(=O)O)C=1CCN(CC1)C(C(C)C)=O)C1=CC=C(C=C1)[N+](=O)[O-] 2-cyano-5-(1-isobutyryl-1,2,3,6-tetrahydropyridin-4-yl)-4'-nitro-[1,1'-biphenyl]-3-carboxylic acid